FC(C(=O)O)(F)F.ClC1=C(C(=O)N2CCC(CC2)CNC(=O)C2=CC=NC=C2)C=CC(=C1)NC=1C=2N(C=CN1)C(=CN2)C2=C(C(=C(C=C2)OCC#N)F)F N-[[1-[2-chloro-4-[[3-[4-(cyanomethoxy)-2,3-difluorophenyl]imidazo[1,2-a]pyrazin-8-yl]amino]benzoyl]-4-piperidyl]methyl]pyridine-4-carboxamide 2,2,2-trifluoroacetate